CN(C)[Ti](N(CC)CC)(N(CC)CC)(N(CC)CC)(N(CC)CC)(N(C)C)(N(C)C)N(C)C.[Ti] titanium tetra(dimethylamino)tetrakis(diethylamino)titanium